5-bromo-3-(methoxymethyl)-1H-pyrrolo[2,3-b]pyridine BrC=1C=C2C(=NC1)NC=C2COC